CC1=C(N(C=C1[N+](=O)[O-])S(=O)(=O)C)C#N 3-methyl-1-(methylsulfonyl)-4-nitro-1H-pyrrole-2-carbonitrile